NC1=NC=2C=C(C(=CC2C2=C1C(=NN2C)C)C(=O)N([C@@H]2COC1=C2C=CC(=C1)C(F)(F)F)C)F 4-amino-7-fluoro-N,1,3-trimethyl-N-((3S)-6-(trifluoro-methyl)-2,3-dihydro-1-benzo-furan-3-yl)-1H-pyrazolo[4,3-c]quinoline-8-carboxamide